CN1N=CC(=C1[N+](=O)[O-])CN(S(=O)(=O)C)C=1C=NC2=CC(=NC(=C2C1)OC1CCC(CC1)NC1=NC=C(C=N1)N1CCN(CC1)C)N1CCOCC1 N-[(1-methyl-5-nitro-pyrazol-4-yl)methyl]-N-[5-[4-[[5-(4-methylpiperazin-1-yl)pyrimidin-2-yl]amino]cyclohexoxy]-7-morpholino-1,6-naphthyridin-3-yl]methanesulfonamide